3-chloro-4-(((6-chloropyridin-3-yl)dideuteromethyl)(2,2-difluoroethyl)amino)furan-2(5H)-one ClC=1C(OCC1N(CC(F)F)C([2H])([2H])C=1C=NC(=CC1)Cl)=O